NC=1C=C(C(=NC1)Cl)Cl 5-amino-2,3-dichloropyridine